C(CCCCCCCC)(=O)OCC(COC(CCCCCCCC)=O)(COCC(COC(CCCCCCCC)=O)(COC(CCCCCCCC)=O)COC(CCCCCCCC)=O)CO dipentaerythritol pentapelargonate